ClC1=CC=C2C(C(=CNC2=C1Cl)C(=O)O)=O 7,8-dichloro-4-oxo-1H-quinoline-3-carboxylic Acid